4-(4-(2,4-Dioxotetrahydropyrimidin-1(2H)-yl)-3-ethylphenyl)piperazine-1-carboxylic acid tert-butyl ester C(C)(C)(C)OC(=O)N1CCN(CC1)C1=CC(=C(C=C1)N1C(NC(CC1)=O)=O)CC